C(C)N(S(=O)(=O)C(C(C(C(C(C(C(C(F)(F)F)(F)F)(F)F)(F)F)(F)F)(F)F)(F)F)(F)F)C(C(=O)O)(F)F N-ethylperfluorooctanesulfonamidoacetic acid